(4-(3-cyclohexyl-2-oxo-7-(trifluoromethyl)indolin-3-yl)phenyl)boronic acid C1(CCCCC1)C1(C(NC2=C(C=CC=C12)C(F)(F)F)=O)C1=CC=C(C=C1)B(O)O